C1(CCC1)C(NC(=O)NCC1=CC(=NC=C1)OC(F)F)([2H])[2H] 1-[cyclobutyl-(dideuterio)methyl]-3-[[2-(difluoro-methoxy)pyridin-4-yl]methyl]urea